1-(3-chloro-3'-(5-(4-(2-cyclopropylpropane-2-yl)piperazin-1-yl)-6-methoxypyridin-3-yl)-5'-fluoro-2'-hydroxy-[1,1'-biphenyl]-4-yl)-3-methyl-1H-imidazol-2(3H)-one ClC=1C=C(C=CC1N1C(N(C=C1)C)=O)C1=C(C(=CC(=C1)F)C=1C=NC(=C(C1)N1CCN(CC1)C(C)(C)C1CC1)OC)O